CC1=C(N=C(S1)C(F)(F)F)C1=CC=C(C=C1)CN (4-(5-methyl-2-(trifluoromethyl)thiazol-4-yl)phenyl)methanamine